1-Ethyl-dimethylaminopropyl-carbodiimide C(C)N=C=NCCCN(C)C